bis(3,5-dibromo-4-hydroxyphenyl)propane BrC=1C=C(C=C(C1O)Br)C(C)(C)C1=CC(=C(C(=C1)Br)O)Br